NC=1C2=C(N=CN1)N(C=C2C=2C(=C(C=CC2)NS(=O)(=O)CCC)F)C Propane-1-sulfonic acid [3-(4-amino-7-methyl-7H-pyrrolo[2,3-d]pyrimidin-5-yl)-2-fluoro-phenyl]-amide